bis(catechol) diborate B(O)(O)OB(O)O.C=1(O)C(O)=CC=CC1.C=1(O)C(O)=CC=CC1